O1C(OCC1)CCCCOC=1C=C(C=CC1)C(C(=O)OCC1CCN(CC1)C(=O)OC(C)(C)C)(C1=CC=CC=C1)O tert-Butyl 4-((2-(3-(4-(1,3-dioxolan-2-yl)butoxy)phenyl)-2-hydroxy-2-phenylacetoxy)methyl)piperidine-1-carboxylate